3-(3-((4-(1-(1-isopropyl-6-((2-(4-methoxypiperidin-1-yl)pyrimidin-4-yl)amino)-1H-pyrazolo[4,3-c]pyridin-3-yl)piperidin-4-yl)piperazin-1-yl)methyl)phenyl)piperidine-2,6-dione C(C)(C)N1N=C(C=2C=NC(=CC21)NC2=NC(=NC=C2)N2CCC(CC2)OC)N2CCC(CC2)N2CCN(CC2)CC=2C=C(C=CC2)C2C(NC(CC2)=O)=O